C(C)(C)(C)C=1N=C(N(C1)C(=O)NC1CCCCC1)OC 4-(tert-Butyl)-N-cyclohexyl-2-methoxy-1H-imidazole-1-carboxamide